vinyl-(2-methoxyethoxy)silane C(=C)[SiH2]OCCOC